FC(C(=O)[O-])(F)F.FC=1C=C(C(=O)C2=CC=C3C(=CC=CN23)C2=C(C=C3C=CC=[NH+]C3=C2)C(F)(F)F)C=C(C1NC(\C=C\C[NH2+]C1CCC(CC1)OC)=O)F mono(7-(3-(3,5-difluoro-4-((E)-4-(((1r,4r)-4-methoxycyclohexyl)ammonio)but-2-enamido)benzoyl)indolizin-8-yl)-6-(trifluoromethyl)quinolin-1-ium) mono(2,2,2-trifluoroacetate)